N[C@H](C(=O)O)CC(C)C (S)-2-amino-4-methylpentanoic acid